OCCNCC=1C=CC(=NC1)C(=O)NC1=C(C(=CC=C1)C1=NC=CC(=C1C)C1=NC(=C(N=C1)CNC[C@@H]1NC(CC1)=O)OC)C (R)-5-(((2-hydroxyethyl)amino)methyl)-N-(3-(4-(6-methoxy-5-((((5-oxopyrrolidin-2-yl)methyl)amino)methyl)pyrazin-2-yl)-3-methylpyridin-2-yl)-2-methylphenyl)picolinamide